ClC=1C(=NC=C(C1)NC(=O)NC=1C=NC=2N(C1[C@H](C)OC)N=C(C2)F)C(=O)N (S)-3-chloro-5-(3-(2-fluoro-7-(1-methoxyethyl)pyrazolo[1,5-a]pyrimidin-6-yl)ureido)picolinamide